C(C)C1=NC(=NC=N1)C(=O)[O-] ethyl-s-triazineAt